C(C)(C)(C)OC(=O)NCC1=CC(=C(C(=C1)C)NC(=O)C1=CC2=C(OCCC3=C2SC=C3)C=C1C=1C(=NC(=CC1)C(NC(C)C)=O)C(=O)OC)C methyl 3-(9-((4-(((tert-butoxycarbonyl)amino)methyl)-2,6-dimethylphenyl)carbamoyl)-4,5-dihydrobenzo[b]thieno[2,3-d]oxepin-8-yl)-6-(isopropylcarbamoyl)picolinate